NC1=CC=CC=2C=C(OC21)C 7-amino-2-methylbenzofuran